C(C)(=O)NC=1C=C(C=CC1C(NC=1SC(=C(N1)C)[N+](=O)[O-])=O)NCCOCCOCCOCCOCCNC(OC(C)(C)C)=O tert-butyl (14-((3-acetamido-4-((4-methyl-5-nitrothiazol-2-yl)carbamoyl)phenyl)amino)-3,6,9,12-tetraoxatetradecyl)carbamate